FC(C=1C=CC(=C(C1)C1=CC(=C(N=N1)C)NC1=CC(=NC=C1)NC(C=CN1CCN(CC1)C)=O)F)F N-[4-({6-[5-(difluoromethyl)-2-fluorophenyl]-3-methylpyridazin-4-yl}amino)pyridin-2-yl]-3-(4-methylpiperazin-1-yl)propenamide